BrC=1C(=NN(C1N)C1CCCC1)C(F)(F)F 4-bromo-1-cyclopentyl-3-(trifluoromethyl)-1H-pyrazol-5-amine